(R)-5-(2-(6-(4-isopropyl-3-methylpiperazin-1-yl)pyridin-3-ylamino)-5-methylpyrimidin-4-ylamino)benzo[d]oxazol-2(3H)-one C(C)(C)N1[C@@H](CN(CC1)C1=CC=C(C=N1)NC1=NC=C(C(=N1)NC=1C=CC2=C(NC(O2)=O)C1)C)C